FC1(C2CCN(CC12)C1=C(C(=O)NC=2C=C(C3=C(CCO3)C2)N2CCC(CC2)(F)F)C=CC(=C1)[N+](=O)[O-])F 2-(7,7-difluoro-3-azabicyclo[4.1.0]heptane-3-yl)-N-(7-(4,4-difluoropiperidin-1-yl)-2,3-dihydrobenzofuran-5-yl)-4-nitrobenzamide